O1C(COCC1)C1=NN(C=C1)C1=NC(=C2N=C(N(C2=N1)C)C1=CC=NC=C1)N1CCOCC1 4-(2-(3-(1,4-dioxan-2-yl)-1H-pyrazol-1-yl)-9-methyl-8-(pyridin-4-yl)-9H-purin-6-yl)morpholine